N,N-diethyl-2-(5-methoxy-6-methyl-1H-indol-3-yl)-2-oxoacetamide C(C)N(C(C(=O)C1=CNC2=CC(=C(C=C12)OC)C)=O)CC